2,2,2-trifluoro-1-(6-hydroxy-2-azaspiro[3.3]heptan-2-yl)ethanone FC(C(=O)N1CC2(C1)CC(C2)O)(F)F